The molecule is a cyclitol phosphate that is valienol carrying a sigle monophosphate group at position 1. It is a conjugate acid of a valienol 1-phosphate(2-). C1=C([C@H]([C@@H]([C@H]([C@H]1OP(=O)(O)O)O)O)O)CO